C1(CCCCCCCC1)C1CCCCCCCC1 Bicyclononane